4,5-dichlorophthalaldehyd ClC=1C=C(C(C=O)=CC1Cl)C=O